[Na+].[Na+].P([O-])(=O)(OP(=O)([O-])O)OC[C@@H]1[C@H]([C@H]([C@@H](O1)N1C=NC=2C(N)=NC=NC12)O)O.C1(=CC=CC=C1)P(C1=CC=CC=2C(C3=CC=CC(=C3OC12)P(C1=CC=CC=C1)C1=CC=CC=C1)(C)C)C1=CC=CC=C1 4,5-bisdiphenylphosphino-9,9-dimethyl-Xanthene adenosine-5'-diphosphate disodium